NC=1NC(C=2N(C(N(C2N1)[C@@H]1O[C@@H](C[C@H]1O)CO)=O)CC=1SC=CC1)=O 2-Amino-9-((2R,3R,5S)-3-hydroxy-5-(hydroxymethyl)tetrahydrofuran-2-yl)-7-(thiophen-2-ylmethyl)-7,9-dihydro-1H-purin-6,8-dion